(S)-1-(2-(Azepan-2-yl)benzyl)-2-thioxo-1,2,3,5-tetrahydro-4H-pyrrolo[3,2-d]pyrimidin-4-one N1[C@@H](CCCCC1)C1=C(CN2C(NC(C3=C2C=CN3)=O)=S)C=CC=C1